N-(7-amino-4-chloro-3-fluoro-8-oxo-5,6,7,8-tetrahydronaphthalen-1-yl)acetamide NC1CCC=2C(=C(C=C(C2C1=O)NC(C)=O)F)Cl